OC1=C(C=CC=C1)C1=CC(=CN=N1)N1CCC(CC1)(C#N)C=1C=NC=CC1 1-(6-(2-hydroxyphenyl)pyridazin-4-yl)-4-(pyridin-3-yl)piperidine-4-carbonitrile